Cl(=O)(=O)(=O)[O-].C[N+](C)(C)C Tetramethyl-ammonium perchlorate